2-{[5-(cyclopropylmethoxy)-2-methyl-1-benzofuran-3-yl]formamido}-2-methylpropanamide C1(CC1)COC=1C=CC2=C(C(=C(O2)C)C(=O)NC(C(=O)N)(C)C)C1